2-{4-[(1E)-1-(hydroxyimino)-2,3-dihydro-1H-inden-5-yl]-3-(pyridine-4-yl)-1H-pyrazol-1-yl}ethan-1-ol O\N=C\1/CCC2=CC(=CC=C12)C=1C(=NN(C1)CCO)C1=CC=NC=C1